C(C)OC=1C=C(C=CC1O)/C=C/C(=O)C1=CC=C(C=C1)S(=O)(=O)N(C)C 4-[(E)-3-(3-Ethoxy-4-hydroxyphenyl)prop-2-enoyl]-N,N-dimethylbenzenesulfonamide